2-N-[3-[3-(cyclopentylmethyl)-1H-pyrazol-1-yl]-4-methoxyphenyl]-4-N,6-dimethylpyrimidine-2,4-diamine C1(CCCC1)CC1=NN(C=C1)C=1C=C(C=CC1OC)NC1=NC(=CC(=N1)NC)C